C(C1=CC=CC=C1)OC1=C2C[C@H](N(CC2=CC=C1OC)C=1OC=2C=NC=CC2N1)C(=O)OC methyl (S)-5-(benzyloxy)-6-methoxy-2-(oxazolo[5,4-c]pyridin-2-yl)-1,2,3,4-tetrahydroisoquinoline-3-carboxylate